N-(4-((6-amino-5-fluoropyrimidin-4-yl)oxy)-2-fluorophenyl)-1-(4-fluorophenyl)-2-oxo-1,2-dihydropyridine-3-carboxamide NC1=C(C(=NC=N1)OC1=CC(=C(C=C1)NC(=O)C=1C(N(C=CC1)C1=CC=C(C=C1)F)=O)F)F